1,2-difluoro-1-iodo-ethylene FC(=CF)I